N-[(3-chloro-5-fluoro-phenyl)methyl]-2-(6-fluoro-[1,2,4]triazolo[4,3-a]pyridin-3-yl)-N-[4-(1H-imidazol-4-yl)phenyl]acetamide ClC=1C=C(C=C(C1)F)CN(C(CC1=NN=C2N1C=C(C=C2)F)=O)C2=CC=C(C=C2)C=2N=CNC2